1-(11Z-octadecenoyl)-2-(9Z-hexadecenoyl)-sn-glycero-3-phosphocholine CCCCCC/C=C\CCCCCCCCCC(=O)OC[C@H](COP(=O)([O-])OCC[N+](C)(C)C)OC(=O)CCCCCCC/C=C\CCCCCC